1-(4-((tert-butoxycarbonyl)amino)butyl)-2-(2-methoxyethyl)-1H-imidazo[4,5-d]thieno[3,2-b]pyridine-5-oxide C(C)(C)(C)OC(=O)NCCCCN1C(=NC=2C1=C1C(=[N+](C2)[O-])C=CS1)CCOC